ClC1=NC=C(C(=N1)NCC1=CC(=C(C=C1)C=1N(C=C(N1)C(F)(F)F)C)F)C1(CC1)O 1-(2-chloro-4-((3-fluoro-4-(1-methyl-4-(trifluoromethyl)-1H-imidazol-2-yl)benzyl)amino)pyrimidin-5-yl)cyclopropan-1-ol